(1R,3R)-2-(2,2-difluoroethyl)-1-(2,6-difluoro-4-iodo-phenyl)-3-methyl-1,3,4,9-tetrahydropyrido[3,4-b]Indole FC(CN1[C@@H](C=2NC3=CC=CC=C3C2C[C@H]1C)C1=C(C=C(C=C1F)I)F)F